NC1(CCN(CC1)C1=CC=C(CN1)C1=C(C2=C(N=C(S2)C)C=C1)Cl)C1=C(C=CC=C1)F 6-(4-amino-4-(2-fluorophenyl)piperidin-1-yl)-3-(7-chloro-2-methylbenzo[d]thiazol-6-yl)-1H-pyridine